FC1=CC=C(C=C1)[C@H](C1CCNCC1)C1=CC(=CC=C1)OC |o1:7| 4-[(S or R)-(4-fluorophenyl)-(3-methoxyphenyl)methyl]piperidine